4-(5-cyclopropyl-1,2,4-oxadiazol-3-yl)-N-[2-(3,6-dihydro-2H-pyran-4-yl)-6-fluorophenyl]-4-methylpiperidine-1-carboxamide C1(CC1)C1=NC(=NO1)C1(CCN(CC1)C(=O)NC1=C(C=CC=C1F)C=1CCOCC1)C